1-(5-bromo-1H-pyrrol-3-yl)-N-methyl-methylamine BrC1=CC(=CN1)CNC